3-fluoro-4-(5-((1S,2S)-2-fluorocyclopropanecarboxamido)benzo[d]oxazol-2-yl)picolinic acid FC=1C(=NC=CC1C=1OC2=C(N1)C=C(C=C2)NC(=O)[C@H]2[C@H](C2)F)C(=O)O